4-methylpiperazine-1-carboxylate CN1CCN(CC1)C(=O)[O-]